4-chloro-2-methyl-2H-pyrazolo[3,4-d]pyrimidine ClC=1C=2C(N=CN1)=NN(C2)C